CSC1=NC=NC2=C1N=CN2[C@H]3[C@@H]([C@@H]([C@H](O3)CO)O)O The molecule is a thiopurine that is inosine in which the aromatic hydroxy group is replaced by a methylsulfanediyl group. It is a purine ribonucleoside and a thiopurine.